1-benzyl-pyrrolidin C(C1=CC=CC=C1)N1CCCC1